COC1=C(C=CC(=C1)OC)N1N=C2C(=CC1=O)NN=C2C2=CC=C(C=C2)C=2CCN(CC2)C 5-(2,4-Dimethoxyphenyl)-3-(4-(1-methyl-1,2,3,6-tetrahydropyridin-4-yl)phenyl)-1H-pyrazolo[4,3-c]pyridazin-6(5H)-one